tert-butyl 3-[4-[1-methyl-3-(trifluoromethyl)pyrazol-4-yl]phenyl]azetidine-1-carboxylate CN1N=C(C(=C1)C1=CC=C(C=C1)C1CN(C1)C(=O)OC(C)(C)C)C(F)(F)F